C(C)(C)(C)OC([C@@H](CC)OC(C(CC)OCCCC\C=C/C\C=C/C\C=C/C\C=C/C\C=C/CC)=O)=O (R)-1-(tert-butoxy)-1-oxobutan-2-yl-2-(((5Z,8Z,11Z,14Z,17Z)-icosa-5,8,11,14,17-pentaen-1-yl)oxy)butanoate